Cl.Cl.N1CC(CC1)C1=NC=NN1 5-(pyrrolidin-3-yl)-1H-1,2,4-triazole dihydrochloride